ClC=1C(=NC(=NC1)N[C@H]1[C@@H](COCC1)O)C=1C=C(C2=C(N(C(=N2)C2C(C2)(F)F)C(C)C)C1)F (3S,4R)-4-((5-chloro-4-(2-(2,2-difluorocyclopropyl)-4-fluoro-1-isopropyl-1H-benzo[d]imidazol-6-yl)pyrimidin-2-yl)amino)tetrahydro-2H-pyran-3-ol